4,6-difluoro-7-hydroxy-butylphthalide FCCCCC1OC(=O)C2=C(C(=CC=C12)F)O